2-(4-(((6-(ethyl(4-(trifluoromethyl)benzyl)amino)-5-fluoropyrimidin-4-yl)amino)methyl)-3-hydroxypiperidin-1-yl)-2-methylpropanamide C(C)N(C1=C(C(=NC=N1)NCC1C(CN(CC1)C(C(=O)N)(C)C)O)F)CC1=CC=C(C=C1)C(F)(F)F